2-(2,3,3a,4,6,6a-hexahydrofuro[2,3-c]pyrrol-5-yl)-N-(8-methoxy-4-methyl-2-oxo-1H-quinolin-6-yl)-5,7-dihydrofuro[3,4-b]pyridine-3-carboxamide O1CCC2C1CN(C2)C2=C(C=C1C(=N2)COC1)C(=O)NC=1C=C2C(=CC(NC2=C(C1)OC)=O)C